N1C=NC(=C1)C=O imidazole-4-carboxaldehyde